CC(CN1C(CCCC1)C=1NC(=CN1)C1=CC=C(C=O)C=C1)CC 4-(2-(1-(2-methylbutan-yl)piperidin-2-yl)-1H-imidazol-5-yl)benzaldehyde